C(C)NC(NN)=O N-ethyl-carbazic acid amide